2-hydroxy-N-(1H-1,2,4-triazol-3-yl)benzamide {[2-(2H-1,3-Benzodioxol-5-yl)-1-methyl-ethyl]-N-methylaminocarbonyloxy}methyl-tetrahydro-2H-pyran-4-carboxylate O1COC2=C1C=CC(=C2)CC(C)N(C)C(=O)OCOC(=O)C2CCOCC2.OC2=C(C(=O)NC1=NNC=N1)C=CC=C2